NC1(COC1)C1=CC=C(C=N1)C=1C=C2C(=C(C=NC2=CC1)C#N)N1CCC2=CC(=C(C=C12)Cl)F 6-[6-(3-aminooxetan-3-yl)-3-pyridyl]-4-(6-chloro-5-fluoro-indolin-1-yl)quinoline-3-carbonitrile